N1C=CC=2C1=NC=CC2C(C)OC=2C=C1C(=NNC1=CC2)C=2C=CC(=NC2)N2CC1(C2)CCC(CC1)=O 2-(5-(5-(1-(1H-pyrrolo[2,3-b]pyridin-4-yl)ethoxy)-1H-indazol-3-yl)pyridin-2-yl)-2-azaspiro[3.5]nonan-7-one